(6-methoxypyridin-3-yl)(1-(3-(2-methyl-1,3-dioxolan-2-yl)propyl)-1H-pyrazol-3-yl)methanol COC1=CC=C(C=N1)C(O)C1=NN(C=C1)CCCC1(OCCO1)C